tert-butyl N-[3-[[3,5-bis[3-(tert-butoxycarbonylamino)propoxy]benzoyl]amino]propyl]carbamate C(C)(C)(C)OC(=O)NCCCOC=1C=C(C(=O)NCCCNC(OC(C)(C)C)=O)C=C(C1)OCCCNC(=O)OC(C)(C)C